(S)-2,3,4,4a,5,6-Hexahydro-1H-benzo[b]pyrazin N1C=2[C@@H](NCC1)CCCC2